OCCS(=O)(=O)NC1=CC(=C(C(=O)NC=2C=C3C=CC=NC3=C(N2)N2CCN(CC2)CC(F)(F)F)C=C1)N1CCC2(CC2)CC1 4-(2-hydroxyethylsulfonamido)-2-(6-azaspiro[2.5]octan-6-yl)-N-(8-(4-(2,2,2-trifluoroethyl)piperazin-1-yl)-1,7-naphthyridin-6-yl)benzamide